2-(4-methoxyphenyl)-6,7,8,9-tetrahydro-4H-furo[2,3-D]pyrido[1,2-a]pyrimidine-4-thione COC1=CC=C(C=C1)C1=CC2=C(N=C3N(C2=S)CCCC3)O1